ClC=1C(=NC(=NC1)N1[C@H](CN(CC1)C(=O)OC(C)(C)C)CC)S(=O)(=O)C tert-butyl (S)-4-(5-chloro-4-(methylsulfonyl)pyrimidin-2-yl)-3-ethylpiperazine-1-carboxylate